(S)-methyl 2-(4-((2-chloro-6-fluorophenyl)carbamoyl)-2-fluoro-5-((1,1,1-trifluoropropan-2-yl) oxy)phenyl)-5-(trifluoromethyl)thiazole-4-carboxylate ClC1=C(C(=CC=C1)F)NC(=O)C1=CC(=C(C=C1O[C@H](C(F)(F)F)C)C=1SC(=C(N1)C(=O)OC)C(F)(F)F)F